1-((1-(3-methoxypropyl)cycloheptyl)methyl)-5-methyl-1H-pyrazole COCCCC1(CCCCCC1)CN1N=CC=C1C